(R)-3-amino-1-(2-((6-amino-9H-purin-9-yl)methyl)-3-ethyl-4-fluorophenyl)-N-cyclopropylpyrrolidine-3-carboxamide N[C@]1(CN(CC1)C1=C(C(=C(C=C1)F)CC)CN1C2=NC=NC(=C2N=C1)N)C(=O)NC1CC1